(S)-2-(2-ethylbutanamido)-4-((3-hydroxy-3-methylbutyl)(4-(5,6,7,8-tetrahydro-1,8-naphthyridin-2-yl)butyl)amino)butanoic acid C(C)C(C(=O)N[C@H](C(=O)O)CCN(CCCCC1=NC=2NCCCC2C=C1)CCC(C)(C)O)CC